FC1(CCC(CC1)CNC(=O)N1C=NC2=C1C=CC=C2N2CCN(CC2)C)F N-((4,4-Difluorocyclohexyl)methyl)-4-(4-methylpiperazin-1-yl)-1H-benzo[d]imidazole-1-carboxamide